(R)-N-(3,3-difluoro-1-(methylsulfonyl)piperidin-4-yl)-5-(1-(2,2-difluoroethyl)-1H-benzo[d][1,2,3]triazol-6-yl)-4-methoxypyrrolo[2,1-f][1,2,4]triazin-7-d-2-amine FC1(CN(CC[C@H]1NC1=NN2C(C(=N1)OC)=C(C=C2[2H])C=2C=CC1=C(N(N=N1)CC(F)F)C2)S(=O)(=O)C)F